(R)-(1-(3-bromophenyl)propan-2-yl)carbamic acid tert-butyl ester C(C)(C)(C)OC(N[C@@H](CC1=CC(=CC=C1)Br)C)=O